CN1C([C@H](CC1)NC=1C=CC=C2CCN(CC12)C(=O)OC(C)(C)C)=O tert-butyl (S)-8-((1-methyl-2-oxopyrrolidin-3-yl)amino)-3,4-dihydroisoquinoline-2(1H)-carboxylate